C(CCCCCCCCCCCCCCCCCCC)(=O)[O-] 1-eicosanoate